2-[1-[3-Cyano-6-methyl-2-(2-methylimidazo[1,2-a]pyridin-6-yl)-4-oxo-chromen-8-yl]ethylamino]benzoic acid C(#N)C1=C(OC2=C(C=C(C=C2C1=O)C)C(C)NC1=C(C(=O)O)C=CC=C1)C=1C=CC=2N(C1)C=C(N2)C